FC1=CC=CC=2OC3=C([C@@H](CC21)CNC)C=CC=C3 |o1:9| (R*)-1-(1-fluoro-10,11-dihydrodibenzo[b,f]oxepin-10-yl)-N-methylmethanamine